3-chloro-N-[2-(dimethylamino)ethyl]-4-[5-phenyl-1-[2-(trifluoromethyl)phenyl]pyrrol-2-yl]benzamide (methyl-1,2,2,6,6-pentamethyl-4-piperidyl)sebacate CC1C(N(C(CC1OC(CCCCCCCCC(=O)O)=O)(C)C)C)(C)C.ClC=1C=C(C(=O)NCCN(C)C)C=CC1C=1N(C(=CC1)C1=CC=CC=C1)C1=C(C=CC=C1)C(F)(F)F